C(CCCCCC(C)C)C(C(=O)[O-])CS.C(CCCCCC(C)C)C(C(=O)[O-])CS.C(CCC)[Sn+2]CCCC dibutyltin bis(isononyl-3-mercaptopropionate)